C(C)(C)N1N=C(C(=C1C)C=1C=NN2C1C=C(C=C2)C=2SC(=CN2)C(=O)OC)C methyl 2-[3-(1-isopropyl-3,5-dimethyl-pyrazol-4-yl)pyrazolo[1,5-a]pyridin-5-yl]thiazole-5-carboxylate